CSC1=NC=CC=C1 2-methylthiopyridin